C(C=1C(C(=O)[O-])=CC(C(=O)[O-])=CC1)(=O)OCCCCCCCCCCCCCCCCOC(C=1C(C(=O)[O-])=CC(C(=O)[O-])=CC1)=O hexadecamethylene bistrimellitate